C1(C=CC(N1C1=CC=CC(=C1)N1C(C=CC1=O)=O)=O)=O 2,4-bismaleimidobenzene